tri-butyl-tryptophan tert-butyl-4-((6-cyano-7-fluoro-2H-indazol-2-yl)methyl)-7-methyl-5-(methylsulfonyl)-1H-indole-1-carboxylate C(C)(C)(C)C=1N(C2=C(C=C(C(=C2C1)CN1N=C2C(=C(C=CC2=C1)C#N)F)S(=O)(=O)C)C)C(=O)O.C(CCC)C([C@](N)(C(=O)O)CCCC)(C1=CNC2=CC=CC=C12)CCCC